BrC1=C(C=CC=C1)C1=CC(=CC(=C1)F)F 2-bromo-3',5'-difluoro-1,1'-biphenyl